(S)-2-(4-(6-((4-chloro-2-fluorobenzyl)oxy)-5-fluoropyridin-2-yl)-3-fluorobenzyl)-1-(oxetan-2-ylmethyl)-1H-benzo[d]imidazole-6-carboxylic acid ClC1=CC(=C(COC2=C(C=CC(=N2)C2=C(C=C(CC3=NC4=C(N3C[C@H]3OCC3)C=C(C=C4)C(=O)O)C=C2)F)F)C=C1)F